NC1(N=C(SC1)N)C1=CC(=CC=C1)Cl 4-amino-N-[4-(3-chlorophenyl)thiazol-2-yl]amine